ClC=1C(=C(C=C2NC(C=3N(C12)C(=NN3)C)(C)C)F)C=3C=CC=C1C(=CNC31)C3CCC3 9-chloro-8-(3-cyclobutyl-1H-indol-7-yl)-7-fluoro-1,4,4-trimethyl-4,5-dihydro-[1,2,4]triazolo[4,3-a]quinoxaline